Cl.FC(CON)(F)F 2,2,2-trifluoroethoxyamine hydrochloride